Nonyl (1-octyl-4-piperidyl) hydrogen phosphate P(=O)(OCCCCCCCCC)(OC1CCN(CC1)CCCCCCCC)O